C(CN(CC(=O)O)CC(=O)O)N(CC(=O)O)CC(=O)O 2'''-(ethane-1,2-diylbis(nitrilo))tetraacetic acid